(5Z)-5-octen-1-ynyl-magnesium chloride C(#CCC\C=C/CC)[Mg]Cl